2-hydroxymethyl-4-mercaptothiophenol sodium salt [Na].OCC1=C(C=CC(=C1)S)S